NC1=NC(=CC(=C1C#N)C1=CC=C(C=C1)Br)C1=CC=C(C=C1)O 2-amino-4-(4-bromophenyl)-6-(4-hydroxyphenyl)cyanopyridine